Cl[Si]1(C[Si](CCC1)(C)Cl)Cl 1,1,3-trichloro-3-methyl-1,3-disilacyclohexane